5-amino-2-methoxybenzonitrile NC=1C=CC(=C(C#N)C1)OC